N(=NC(C(=O)NC(CO)(CO)CO)(C)C)C(C(=O)NC(CO)(CO)CO)(C)C 2,2'-azobis(2-methyl-N-(1,1-bis(hydroxymethyl)-2-hydroxyethyl)propionamide)